succinimidyl-O-methylserine C1(CCC(N1N[C@@H](COC)C(=O)O)=O)=O